2-(chloromethyl)-5-cyclopentyl-4-(trifluoromethyl)pyridine ClCC1=NC=C(C(=C1)C(F)(F)F)C1CCCC1